N-(3-{6-azaspiro[2.5]octane-6-yl}-4-{1-[2-(4,4-difluoropiperidin-1-yl)-6-Methoxypyrimidin-4-yl]-1H-1,2,3-triazol-4-yl}phenyl)-2-hydroxyethane-1-sulfonamide C1CC12CCN(CC2)C=2C=C(C=CC2C=2N=NN(C2)C2=NC(=NC(=C2)OC)N2CCC(CC2)(F)F)NS(=O)(=O)CCO